C(C)OC1=CC=C(S1)B(O)O 5-ETHOXYTHIOPHEN-2-YLBORONIC ACID